tert-butyl (4S,7S)-2-cyano-4,7-dimethyl-6,7-dihydro-4H-pyrazolo[1,5-a]pyrazine-5-carboxylate C(#N)C1=NN2C([C@@H](N(C[C@@H]2C)C(=O)OC(C)(C)C)C)=C1